ClC1=C(CNC2=C3N=CN(C3=NC(=N2)C=2C=NC=C(C2)Cl)[C@H]2[C@@H]([C@@H]([C@H](O2)C(=O)NC([2H])([2H])[2H])O)O)C=C(C=C1)C (2S,3S,4R,5R)-5-(6-(2-chloro-5-methylbenzylamino)-2-(5-chloropyridin-3-yl)-9H-purin-9-yl)-3,4-dihydroxyl-N-(methyl-d3)-tetrahydrofuran-2-formamide